8-ethyl-3-(4-(2,2,2-trifluoroethoxy)phenyl)-2-(trifluoromethyl)-4H-pyrido[1,2-a]pyrimidin-4-one C(C)C1=CC=2N(C(C(=C(N2)C(F)(F)F)C2=CC=C(C=C2)OCC(F)(F)F)=O)C=C1